tert-Butyl (S)-4-(7-Chloro-8-fluoro-4-((S)-6-hydroxy-1,4-oxazepan-4-yl)pyrido[4,3-d]pyrimidin-2-yl)-2-methylpiperazine-1-carboxylate ClC1=C(C=2N=C(N=C(C2C=N1)N1CCOC[C@H](C1)O)N1C[C@@H](N(CC1)C(=O)OC(C)(C)C)C)F